tert-butyl (2S,5R)-4-(3,3-difluorocyclobutane-1-carbonyl)-2,5-dimethylpiperazine-1-carboxylate FC1(CC(C1)C(=O)N1C[C@@H](N(C[C@H]1C)C(=O)OC(C)(C)C)C)F